phosphorus copper sulfide [Cu]=S.[P]